8-chloro-N-methyl-1-[trans-4-(pyridin-2-yloxy)cyclohexyl]-5,6-dihydro-4H-[1,2,4]triazolo[4,3-a][1]benzazepine-5-amine ClC=1C=CC2=C(CC(CC=3N2C(=NN3)[C@@H]3CC[C@H](CC3)OC3=NC=CC=C3)NC)C1